C(CCCCCCCCC)SSCCCCCCCCCC Di-n-decyl disulfide